2-(6,11-dioxo-6,11-dihydro-5H-benzo[b]carbazol-2-yl)acetic acid O=C1C2=C(C(C=3C4=CC(=CC=C4NC13)CC(=O)O)=O)C=CC=C2